O[C@H]1[C@@H](CNC1)CN(C(OCC1=CC=CC=C1)=O)C Benzyl (((3S,4S)-4-hydroxypyrrolidin-3-yl)methyl)(methyl)carbamate